(7-chloroheptanoyl)-L-lysine ClCCCCCCC(=O)N[C@@H](CCCCN)C(=O)O